[Kr]Cl Krypton Chlorid